2-methoxy-4-(6-(4-heptanamidothiophen-2-yl)pyrazin-2-yl)-N-(1H-tetrazol-5-yl)benzamide COC1=C(C(=O)NC2=NN=NN2)C=CC(=C1)C1=NC(=CN=C1)C=1SC=C(C1)NC(CCCCCC)=O